methyl 2-(2-trimethylsilylethynyl)cyclopentene-1-carboxylate C[Si](C#CC1=C(CCC1)C(=O)OC)(C)C